C(C)(=O)N1[C@@H](CC1)C(=O)N[C@@H]1CCC2=CC(=CC=C12)C1=NOC(=N1)C1CC1 (S)-1-acetyl-N-((R)-5-(5-cyclopropyl-1,2,4-oxadiazol-3-yl)-2,3-dihydro-1H-inden-1-yl)azetidine-2-carboxamide